tert-butyl (2S,4R)-2-(dimethylcarbamothioyl)-4-(3-[1-(oxan-2-yl)-1H-1,2,3,4-tetrazol-5-yl]phenylmethoxy)pyrrolidine-1-carboxylate CN(C(=S)[C@H]1N(C[C@@H](C1)OCC1=CC(=CC=C1)C1=NN=NN1C1OCCCC1)C(=O)OC(C)(C)C)C